1-(3-((4-ethylphenyl)sulfonyl)-6-nitroquinolin-4-yl)piperidin-4-ol C(C)C1=CC=C(C=C1)S(=O)(=O)C=1C=NC2=CC=C(C=C2C1N1CCC(CC1)O)[N+](=O)[O-]